The molecule is the organophosphate oxoanion that is the tetraanion of TTP arising from deprotonation of the three triphosphate OH groups; major species at pH 7.3. It is a conjugate base of a TTP. CC1=CN(C(=O)NC1=O)[C@H]2[C@@H]([C@@H]([C@H](O2)COP(=O)([O-])OP(=O)([O-])OP(=O)([O-])[O-])O)O